N-[3-(4-tert-butylphenyl)phenyl]-7,8-difluoro-N-methyl-[1,2,4]triazolo[4,3-a]quinazolin-5-amine C(C)(C)(C)C1=CC=C(C=C1)C=1C=C(C=CC1)N(C1=NC=2N(C3=CC(=C(C=C13)F)F)C=NN2)C